NC=1C(=NC(=C(N1)N)Cl)C(=O)O\C(=C\C(=O)NC(C)(C)C)\C [(E)-3-(tert-butylamino)-1-methyl-3-oxo-prop-1-enyl] 3,5-diamino-6-chloro-pyrazine-2-carboxylate